ClC1=C(C=C(C=C1)F)CC(=O)NC=1C=NC(=C(C1)S(N)(=O)=O)OC1=CC(=CC=C1)Cl 2-(2-chloro-5-fluorophenyl)-N-[6-(3-chlorophenoxy)-5-sulfamoylpyridin-3-yl]-acetamide